Butyl 2-[6-[(E)-2-[(tert-butyloxycarbonylamino)methyl]-3-fluoro-allyloxy]-1-oxo-3,4-dihydroisoquinolin-2-yl]acetate C(C)(C)(C)OC(=O)NC/C(/COC=1C=C2CCN(C(C2=CC1)=O)CC(=O)OCCCC)=C\F